N1(CCC1)C=1N=NC=C(C1C=1CCN(CC1)C(=O)OCC1=CC=CC=C1)C benzyl 4-(3-(azetidin-1-yl)-5-methylpyridazin-4-yl)-3,6-dihydropyridine-1(2H)-carboxylate